3-hydroxy-5-methyl-4-[3-[1-methyl-3-piperidyl]pyrido[2,3-b]pyrazin-6-yl]benzonitrile OC=1C=C(C#N)C=C(C1C=1C=CC=2C(=NC(=CN2)C2CN(CCC2)C)N1)C